4-((2-methoxypropyl)(4-(5,6,7,8-tetrahydro-1,8-naphthyridin-2-yl)butyl)amino)-2-((6-phenylpyrimidin-4-yl)amino)butanoic acid COC(CN(CCC(C(=O)O)NC1=NC=NC(=C1)C1=CC=CC=C1)CCCCC1=NC=2NCCCC2C=C1)C